phenylmethyl-pyrrolidone C1(=CC=CC=C1)CN1C(CCC1)=O